[Cl-].O1C=2C(OCC1COCCOCC[N+]1=CN(C=C1)C)=CSC2 3-(2-(2-((2,3-dihydrothieno[3,4-b][1,4]dioxin-2-yl)methoxy)ethoxy)ethyl)-1-methyl-1H-imidazol-3-ium chloride